O=C1N(C2=CC=C(C=C2C1=O)S(=O)(=O)N1CCCC1)CC(=O)NC1=CC=C(CN2N=C(C(=C2C)CC(=O)OCC)C)C=C1 ethyl 2-(1-(4-(2-(2,3-dioxo-5-(pyrrolidin-1-ylsulfonyl)indolin-1-yl)acetamido)benzyl)-3,5-dimethyl-1H-pyrazol-4-yl)acetate